heptadecyl-magnesium chloride C(CCCCCCCCCCCCCCCC)[Mg]Cl